4-(3-chloro-2-fluorophenyl)-7-(quinuclidin-4-ylethynyl)quinazoline-4,6-diamine ClC=1C(=C(C=CC1)C1(NC=NC2=CC(=C(C=C12)N)C#CC12CCN(CC1)CC2)N)F